C(C1=CC=CC=C1)(=O)NC1=CC=C2C(=C(C(=CC2=C1)S(=O)(=O)[O-])N=NC1=CC=C(C=C1)N=NC1=CC=C(C=C1)S(=O)(=O)[O-])O.[Na+].[Na+] disodium 7-benzamido-4-hydroxy-3-[[4-[(4-sulphonatophenyl)azo]phenyl]azo]naphthalene-2-sulphonate